3-phenyl-N-phenylcapramide C1(=CC=CC=C1)C(CC(NC1=CC=CC=C1)=O)CCCCCCC